(2R)-7-chloro-2-(trans-4-aminocyclohexyl)-N-[(4,6-dimethyl-2-oxo-1,2-dihydropyridin-3-yl)methyl]-2,4-dimethyl-1,3-benzodioxole-5-carboxamide ClC1=CC(=C(C2=C1O[C@](O2)(C)[C@@H]2CC[C@H](CC2)N)C)C(=O)NCC=2C(NC(=CC2C)C)=O